4-(pyridin-3-yl)benzofuran-2-carbonyl chloride N1=CC(=CC=C1)C1=CC=CC2=C1C=C(O2)C(=O)Cl